4-(2-oxo-(1,2,4-triazin-3-yl)-pentyloxy)-7-chloroquinoline O=C(COC1=CC=NC2=CC(=CC=C12)Cl)CCCC=1N=NC=CN1